C(=O)O.CC1=NN2C(C=C(C(=C2)NC(=O)N2CCC=3C2=NC=CC3N3C[C@@H](NCC3)C)C)=N1 (S)-N-(2,7-dimethyl-[1,2,4]triazolo[1,5-a]pyridin-6-yl)-4-(3-methylpiperazin-1-yl)-2,3-dihydro-1H-pyrrolo[2,3-b]pyridine-1-carboxamide formate